ClC1=CC(=C(C=C1)N1C(N2[C@@H](CN([C@@H](C2)CC)C=2C(=NC(=CC2)Br)C=O)C1)=O)C(F)(F)F 3-[(6R,8aS)-2-[4-chloro-2-(trifluoromethyl)phenyl]-6-ethyl-3-oxo-5,6,8,8a-tetrahydro-1H-imidazo[1,5-a]pyrazin-7-yl]-6-bromo-pyridine-2-carbaldehyde